N-Methyl-N-((R)-8-((4aR,8aS)-3-oxooctahydro-2H-pyrido[4,3-b][1,4]oxazine-6-carbonyl)-1-oxa-8-azaspiro[4.5]decan-3-yl)benzenesulfonamide CN(S(=O)(=O)C1=CC=CC=C1)[C@H]1COC2(C1)CCN(CC2)C(=O)N2C[C@@H]1[C@@H](OCC(N1)=O)CC2